C(C)(C)(C)OC(N(C1=NC=C(C=C1C)C#C[Si](C)(C)C)C(=O)OC(C)(C)C)=O tert-butyl(tert-butoxycarbonyl)(3-methyl-5-((trimethylsilyl)ethynyl)pyridin-2-yl)carbamate